chloro-N-[(1r,3r)-3-(4-cyano-3,5-dimethylphenoxy)-2,2,4,4-tetramethylcyclobutyl]pyrazine-2-carboxamide ClC=1C(=NC=CN1)C(=O)NC1C(C(C1(C)C)OC1=CC(=C(C(=C1)C)C#N)C)(C)C